[Si](C)(C)(C(C)(C)C)O[C@@H]1[C@@H](CCC1)N (1R,2S)-2-((tert-butyldimethylsilyl)oxy)cyclopentan-1-amine